C(CCCCCCC\C=C/CCCCCC)(=O)OCC ethyl Palmitoleate